FC=1C=C(C=NC1)CN1N=C(C=CC1=O)C=1C=NC(=NC1)OC(C)C 2-((5-fluoropyridin-3-yl)methyl)-6-(2-isopropoxypyrimidin-5-yl)pyridazine-3(2H)-one